NC=1N=C(C=C2C=C(N=CC12)NC(=O)[C@H]1[C@@H](C1)CC#N)C=1C=NC=CC1C (1R,2S)-N-(8-amino-6-(4-methylpyridin-3-yl)-2,7-diazaNaphthalen-3-yl)-2-(cyanomethyl)cyclopropane-1-carboxamide